Cl.N[C@H]1[C@H](CCC1)C1=CC=C(C=C1)C=1C=2C3=C(C(NC2C(=CC1O)C)=O)SC=C3 9-(4-((1R,2R)-2-aminocyclopentyl)phenyl)-8-hydroxy-6-methylthieno[2,3-c]quinolin-4(5H)-one hydrochloride